Cl.ClC=1C=CC=C2C=CC=C(C12)N1CC=2C(=C(N=C(C2CC1)N1C[C@@H](NCC1)CC#N)OC[C@H]1N(CCC1)C)C#N 6-(8-chloronaphthalen-1-yl)-1-((S)-3-(cyanomethyl)piperazin-1-yl)-3-(((S)-1-methylpyrrolidin-2-yl)methoxy)-5,6,7,8-tetrahydro-2,6-naphthyridine-4-carbonitrile hydrochloride